C[C@@]12CCC[C@H]1[C@@H]3CCC4CC(CC[C@@]4([C@H]3CC2)C)OO The molecule is an androstanoid that is androstane carrying a hyroperoxy substituent at position 3. It is a peroxol and an androstanoid.